N-[1,1'-biphenyl-4-yl]-N-(4-(7-phenyl-1-naphthalenyl)phenyl)-{2'-(2-phenyl-d5-9H-carbazol-9-yl)-[1,1'-biphenyl-4-yl]}amine C1(=CC=C(C=C1)N(C1=CC=C(C=C1)C1=CC=CC2=CC=C(C=C12)C1=CC=CC=C1)C1=CC=C(C=C1)C1=C(C=CC=C1)N1C2=CC=CC=C2C=2C=CC(=CC12)C1=C(C(=C(C(=C1[2H])[2H])[2H])[2H])[2H])C1=CC=CC=C1